CC1(CCC(CC1)(C(=O)O)C(=O)O)C Dimethylcyclohexanedicarboxylic acid